4-(4-(6-azaspiro[3.4]octan-6-ylmethyl)benzylamino)-2-(2,6-dioxopiperidin-3-yl)isoindoline-1,3-dione C1CCC12CN(CC2)CC2=CC=C(CNC1=C3C(N(C(C3=CC=C1)=O)C1C(NC(CC1)=O)=O)=O)C=C2